OC1=CC=C(C=C1)[C@H]1OC2=C([C@@H]1C(=O)OCCC)C=C(C=C2)\C=C\C(OCCC)=O |&1:11| propyl (2S,3SR)-2-(4-hydroxyphenyl)-5-((E)-3-oxo-3-propoxyprop-1-en-1-yl)-2,3-dihydrobenzofuran-3-carboxylate